C(#N)C1=CC=C(CNC(=O)C2=CC=3C(=C(N=NC3)OCC3(CC3)S(=O)(=O)Cl)N(C2=O)C)C=C1 1-(((3-((4-cyanobenzyl)carbamoyl)-1-methyl-2-oxo-1,2-dihydropyrido[2,3-d]pyridazin-8-yl)oxy)methyl)cyclopropane-1-sulfonyl chloride